6-[3-cyano-4-(trifluoromethyl)phenoxy]-2-azaspiro[3.3]heptane-2-carboxylic acid tert-butyl ester C(C)(C)(C)OC(=O)N1CC2(C1)CC(C2)OC2=CC(=C(C=C2)C(F)(F)F)C#N